N1CCC(CC1)N1N=CC=2C1=NC=NC2O 1-(piperidin-4-yl)-1H-pyrazolo[3,4-d]pyrimidin-4-ol